BrC1=CC(=C(C=C1)NC(OCCCCl)=O)F 3-chloropropyl (4-bromo-2-fluorophenyl)carbamate